epoxyethylene glycol monomethyl ether COC1C(O1)O